N-[2-[(3S)-3-[[4-hydroxy-4-(5-pyrimidin-2-ylpyridin-2-yl)cyclohexyl]amino]pyrrolidin-1-yl]-2-oxoethyl]-3-(trifluoromethyl)benzamide OC1(CCC(CC1)N[C@@H]1CN(CC1)C(CNC(C1=CC(=CC=C1)C(F)(F)F)=O)=O)C1=NC=C(C=C1)C1=NC=CC=N1